CC1(OB(OC1(C)C)C1=CC(=C(C=C1)C1=CC=C(C=C1)C1=NN(N=C1)COCC[Si](C)(C)C)C1CCN(CC1)C(=O)OC(C)(C)C)C tert-butyl 4-(4-(4,4,5,5-tetramethyl-1,3,2-dioxaborolan-2-yl)-4'-(2-((2-(trimethylsilyl)ethoxy)methyl)-2H-1,2,3-triazol-4-yl)-[1,1'-biphenyl]-2-yl)piperidine-1-carboxylate